C(CCCCCCCCCCCCC=CCCCCCC)(=O)O 14-Heneicosenoic acid